FC1=CC=C(C=C1)C1=C(C(=NC=N1)N1CCC(CC1)OC=1C=C(C#N)C=CC1)C 3-((1-(6-(4-fluorophenyl)-5-methylpyrimidin-4-yl)piperidin-4-yl)oxy)benzonitrile